2-fluoropyridin-4-ylboronic acid FC1=NC=CC(=C1)B(O)O